NC1=NC=C(C=N1)OC1=CC=C(C=C1)N1C(N(CC1=O)C=1C=NC=C(C1)C(F)(F)F)=O 3-{4-[(2-amino-5-pyrimidinyl)oxy]phenyl}-1-[5-(trifluoromethyl)-3-pyridinyl]-2,4-imidazolidinedione